C(C#CC)N1N=CC(=C1)C1=NC=CC(=N1)NC=1N=CC2=C(C=CC(=C2C1)C(C)C)N1[C@@H]([C@H](C1)CS(=O)(=O)C)C N-(2-(1-(but-2-yn-1-yl)-1H-pyrazol-4-yl)pyrimidin-4-yl)-5-isopropyl-8-((2R,3S)-2-methyl-3-((methylsulfonyl)methyl)azetidin-1-yl)isoquinolin-3-amine